(2R,3S)-3-((2-(7-chloro-2-methoxyquinoxalin-5-yl)-5-fluorobenzo[d]thiazol-6-yl)oxy)butan-2-yl (6-(dimethylcarbamoyl)pyridin-3-yl)carbamate CN(C(=O)C1=CC=C(C=N1)NC(O[C@H](C)[C@H](C)OC1=CC2=C(N=C(S2)C2=C3N=CC(=NC3=CC(=C2)Cl)OC)C=C1F)=O)C